C(C)NCC=C N-ethylallylamine